C1N(CCC2=CC=CC=C12)[C@H]1[C@@H](CN(CC1)C(=O)C1=CC(=NC=N1)NC1CCN(CC1)C(=O)\C(\C#N)=C/N(C)C)O (Z)-2-(4-((6-(trans-4-(3,4-dihydroisoquinolin-2(1H)-yl)-3-hydroxypiperidine-1-Carbonyl)pyrimidin-4-yl)amino)piperidine-1-carbonyl)-3-(dimethylamino)acrylonitrile